[N+](=O)([O-])C1=CC=C(CN2CCN(CCN(CCN2CC(=O)[O-])CC(=O)[O-])CC(=O)[O-])C=C1 1-(p-nitrobenzyl)-1,4,7,10-tetraazacyclodecane-4,7,10-triacetate